C(C1=CC=CC=C1)OC1CC(C1)C1=NC(=C2C(=N1)N(N=C2)C(C)C)NC=2N=CN(C2)C2=CC(=C(C(=C2)OC)OC)OC 6-(3-(benzyloxy)cyclobutyl)-1-isopropyl-N-(1-(3,4,5-trimethoxyphenyl)-1H-imidazol-4-yl)-1H-pyrazolo[3,4-d]pyrimidin-4-amine